COC(=O)[C@]1(C(C2=CC=C(C=C2C1)Cl)=NN)O (S)-5-chloro-1-hydrazono-2-hydroxy-2,3-dihydro-1H-indene-2-carboxylic acid methyl ester